FC=1C=C2/C(/C(NC2=CC1)=O)=C/C1=C(C=CC=C1)C(F)(F)F (Z)-5-fluoro-3-(2-(trifluoromethyl)benzylidene)indolin-2-one